(2S,4S)-N-[2-[[4-[[3-(2,3-difluoro-4-methoxyphenyl)imidazo[1,2-a]pyrazin-8-yl]amino]-2-methylbenzoyl]amino]ethyl]-4-hydroxy-4-methylpyrrolidine-2-carboxamide FC1=C(C=CC(=C1F)OC)C1=CN=C2N1C=CN=C2NC2=CC(=C(C(=O)NCCNC(=O)[C@H]1NC[C@@](C1)(C)O)C=C2)C